(S)-4-(4-chloro-3-fluoro-benzyl)-1-(5-chloro-3-fluoropyridin-2-yl)-3-(oxetan-3-yl)piperazine-2,5-dione ClC1=C(C=C(CN2[C@H](C(N(CC2=O)C2=NC=C(C=C2F)Cl)=O)C2COC2)C=C1)F